FC1(CCC(CC1)[C@H](NC(CC=1C=NC(=CC1)OC)=O)C=1OC2=C(N1)C=C(C=C2)[C@@H](COC)N2C(N[C@@H](C2)C(F)(F)F)=O)F N-((S)-(4,4-difluorocyclohexyl)(5-((S)-2-methoxy-1-((S)-2-oxo-4-(trifluoromethyl)imidazolidin-1-yl)ethyl)benzo[d]oxazol-2-yl)methyl)-2-(6-methoxypyridin-3-yl)acetamide